N1(CCC1)C1=NC(=C(C(=O)NC2=CC(=CC=C2)S(=O)(=O)C2CCCC2)C=C1)N1CCC2(CCC2)CC1 6-(azetidin-1-yl)-N-(3-(cyclopentylsulfonyl)phenyl)-2-(7-azaspiro[3.5]non-7-yl)nicotinamide